COC(CN(CCC[C@H](C(C)C)N1CC2(C1)CN(CC2)C=2N=CN=NC2OC2=C(C(=O)N(C(C)C)CC)C=C(C=C2)F)C)COC 2-((5-(2-((3R)-6-((2,3-dimethoxypropyl)(methyl)amino)-2-methylhexan-3-yl)-2,6-diazaspiro[3.4]octan-6-yl)-1,2,4-triazin-6-yl)oxy)-N-ethyl-5-fluoro-N-isopropylbenzamide